O(C1=CC=CC=C1)C1=C(C(=C(C=C1)C1=CC=CC=C1)C1=CC=CC=C1)C1=CC=CC=C1 phenoxytriphenylbenzene